C1=C(C=CC2=CC=CC=C12)NC1=CC=2N(C3=CC=CC=C3C2C=C1)C1=CC=CC=C1 N-(naphthalen-2-yl)-9-phenyl-9H-carbazol-2-amine